4-(3-((tert-butyldimethylsilyl)oxy)-4-((3-((2-mercaptoethyl)amino)-3-oxopropyl)amino)-2,2-dimethyl-4-oxobutoxy)-4-oxobutanoic acid [Si](C)(C)(C(C)(C)C)OC(C(COC(CCC(=O)O)=O)(C)C)C(=O)NCCC(=O)NCCS